1-formazanYl-6-oxo-4-(trifluoromethyl)-1,6-dihydropyridine-3-carboxylic acid N=NC(=NN)N1C=C(C(=CC1=O)C(F)(F)F)C(=O)O